C1(=CC=CC=C1)CC(=O)NCC=1N=C2N(C=C(C=C2)C2=NOC(=N2)C(F)(F)F)C1 2-phenyl-N-((6-(5-(trifluoromethyl)-1,2,4-oxadiazol-3-yl)imidazo[1,2-a]pyridin-2-yl)methyl)acetamide